ClCC(=O)N(CC(=O)N)NC(=O)[C@H]1N(CCC1)C(=O)C1(CC1)C1=CC=C(C=C1)OC(F)(F)F 2-[(2-Chloroacetyl)-[[(2S)-1-[1-[4-(trifluoromethoxy)phenyl]cyclopropanecarbonyl]pyrrolidine-2-carbonyl]amino]amino]acetamide